C1(=CCCCC1)C=1C(=CC2=C(N(C(N=C2N2[C@H](CN[C@@H](C2)C)C)=O)C=2C(=NC=CC2C)C(C)C)N1)C#N 7-(cyclohex-1-en-1-yl)-4-((2S,5R)-2,5-dimethylpiperazin-1-yl)-1-(2-isopropyl-4-methylpyridin-3-yl)-2-oxo-1,2-dihydropyrido[2,3-d]pyrimidine-6-carbonitrile